diamyl furan-2,5-dicarboxylate O1C(=CC=C1C(=O)OCCCCC)C(=O)OCCCCC